iodo-3-(2-pyridinyl)-1,2,4-triazole IC1=NC(=NN1)C1=NC=CC=C1